1-phenyl-3-[(oxan-2-yl)oxy]propan-2-one C1(=CC=CC=C1)CC(COC1OCCCC1)=O